C1(CC1)C1=CC=C2C(NC(N(C2=C1)C=1C(=NC=CC1)C)=O)=O 7-cyclopropyl-1-(2-methylpyridin-3-yl)quinazoline-2,4-dione